1,8-dihydroxy-3-(pyrrolidine-1-carbonyl)anthracene-9,10-dione OC1=CC(=CC=2C(C3=CC=CC(=C3C(C12)=O)O)=O)C(=O)N1CCCC1